N-(4-(((3-aminopropyl)amino)methyl)-2-(5-((4-(4-cyano-6-methylpyrimidin-2-yl)piperazin-1-yl)sulfonyl)indoline-1-carbonyl)phenyl)methanesulfonamide NCCCNCC1=CC(=C(C=C1)NS(=O)(=O)C)C(=O)N1CCC2=CC(=CC=C12)S(=O)(=O)N1CCN(CC1)C1=NC(=CC(=N1)C#N)C